C(C)(C)(C)OC(=O)N1CC(C1)OS(=O)(=O)C1=CC=C(C)C=C1 3-(tosyloxy)azetidine-1-carboxylic acid tert-butyl ester